[S].[Si] Silicon Sulfur